2-benzyl-6-(pyridin-4-yl)isoquinolin-1(2H)-one C(C1=CC=CC=C1)N1C(C2=CC=C(C=C2C=C1)C1=CC=NC=C1)=O